COCC=1C(C=CC(C1)=O)=O 2-(methoxymethyl)cyclohexa-2,5-diene-1,4-dione